2-(5-chloro-2-oxo-2,3-dihydro-1H-indol-1-yl)-N-(pyridin-4-ylmethyl)acetamide ClC=1C=C2CC(N(C2=CC1)CC(=O)NCC1=CC=NC=C1)=O